(S)-2-(7-Chloro-2-(2-methylthiazol-5-yl)-1,2,3,4-tetrahydroisoquinolin-5-yl)pyrrolidine-1-carboxylic acid tert-butyl ester C(C)(C)(C)OC(=O)N1[C@@H](CCC1)C1=C2CCN(CC2=CC(=C1)Cl)C1=CN=C(S1)C